C1(CC1)N1CC(C1)(C)[C@@](C=1C=NC=C(C(=N)NO)C1)(C1=CC=C(C=C1)C(C)C)O 5-[(R)-(1-cyclopropyl-3-methyl-azetidin-3-yl)-hydroxy-(4-isopropyl-phenyl)-methyl]-N-hydroxy-nicotinamidine